2-((2-(adamantan-1-yl)acetoxy)methyl)-2-(hydroxymethyl)propane C12(CC3CC(CC(C1)C3)C2)CC(=O)OCC(C)(C)CO